N-(4-fluorophenyl)-N-(4-(imidazo[1,2-a]pyridine-3-carbonyl)phenyl)cyclopropane-1,1-dicarboxamide FC1=CC=C(C=C1)N(C(=O)C1(CC1)C(=O)N)C1=CC=C(C=C1)C(=O)C1=CN=C2N1C=CC=C2